FC1=C(C=C(C=C1C)C1=C(C=C(C=C1C)F)C)[C@H](CC(=O)O)NC([C@H](CC(C)C)N1C(N=C(C(=C1)CCN1CC(C1)(C)F)C)=O)=O (S)-3-(4,4'-difluoro-2',5,6'-trimethyl-[1,1'-biphenyl]-3-yl)-3-((S)-2-(5-(2-(3-fluoro-3-methylazetidin-1-yl)ethyl)-4-methyl-2-oxopyrimidin-1(2H)-yl)-4-methylpentanamido)propionic acid